5-(2,5-difluorophenyl)-N-[rac-(6S)-4-methyl-5-oxo-7,8-dihydro-6H-pyrazolo[1,5-a][1,3]diazepin-6-yl]-5,6,7,8-tetrahydro-[1,2,4]triazolo[1,5-a]pyridine-2-carboxamide FC1=C(C=C(C=C1)F)C1CCCC=2N1N=C(N2)C(=O)N[C@@H]2C(N(C=1N(CC2)N=CC1)C)=O |r|